C1(=CC=CC=C1)C1(C2=CC=CC=C2C=2C=CC=CC12)C1=CC=C(C=C1)NC1=CC=2C(C3=CC=CC=C3C2C=C1)(C)C N-(4-[(9-phenyl)-9H-fluoren-9-yl]-phenyl)-9,9-dimethyl-9H-fluoren-2-amine